NCC1(CC1)C1=C(C(=O)OC)C=CC(=C1Cl)Br methyl 2-(1-(aminomethyl) cyclopropyl)-4-bromo-3-chlorobenzoate